ClCC(CCl)OP(OC(CCl)CCl)(O)=O phosphoric acid bis(1,3-dichloro-2-propyl) ester